2-(2,4-dichlorophenyl)-2-fluoro-ethanamine ClC1=C(C=CC(=C1)Cl)C(CN)F